N1(CCCCC1)C1=C(C=CC(=C1)NCC1=CC=C(C=C1)C(F)(F)F)NC(CCCCCC)=O N-(2-(piperidin-1-yl)-4-((4-(trifluoromethyl)benzyl)amino)phenyl)heptanamide